5,9-diazaspiro[3.5]nonane-6,8-dione C1CCC12NC(CC(N2)=O)=O